(2-methoxy-2-oxoethylidene)piperidine-1-carboxylic acid tert-butyl ester C(C)(C)(C)OC(=O)N1C(CCCC1)=CC(=O)OC